C[C@H]1OCCCN(C1)C1=NC=2N(C=C1)N=CC2 5-((R)-2-methyl-1,4-oxazepan-4-yl)pyrazolo[1,5-a]pyrimidine